2-bromo-7-chloro-6-methoxy-5H-isochromeno[3,4-d]thiazole BrC=1SC2=C(N1)OCC=1C(=C(C=CC12)Cl)OC